7-iodo-2-oxo-1-(1-phenylethyl)-1,2-dihydroquinoline-3-carboxylate IC1=CC=C2C=C(C(N(C2=C1)C(C)C1=CC=CC=C1)=O)C(=O)[O-]